CC(CC(CCC)=O)=O 2,4-Heptandione